FC=1C=2N(C=C(C1)C(=O)NC1=CC=C(C=N1)N1C[C@@H](N(CC1)C(=O)OC(C)(C)C)C)C=C(N2)C tert-butyl (S)-4-(6-(8-fluoro-2-methylimidazo[1,2-a]pyridine-6-carboxamido)pyridin-3-yl)-2-methylpiperazine-1-carboxylate